N-(3-cyano-4-fluoro-phenyl)-4-[2-[(3,3-difluoro-1-vinyl-cyclobutyl)amino]-2-oxo-acetyl]-1,3,5-trimethyl-pyrrole-2-carboxamide C(#N)C=1C=C(C=CC1F)NC(=O)C=1N(C(=C(C1C)C(C(=O)NC1(CC(C1)(F)F)C=C)=O)C)C